4,7-dibromo-5-fluoro-2,1,3-benzothiadiazole BrC1=C(C=C(C2=NSN=C21)Br)F